2,6-bis(2'-hydroxy-3'-tert-butyl-5'-methylbenzyl)-4-methylphenol OC1=C(CC2=C(C(=CC(=C2)C)CC2=C(C(=CC(=C2)C)C(C)(C)C)O)O)C=C(C=C1C(C)(C)C)C